O[C@@H](C=1C2=C(C(=NN1)C1=C(C=C(C=C1)C(F)(F)F)O)CCC2)[C@H]2CN(CCC2)C 2-(4-((R)-hydroxy((R)-1-methylpiperidin-3-yl)methyl)-6,7-dihydro-5H-cyclopenta[d]pyridazin-1-yl)-5-(trifluoromethyl)phenol